COC(=O)C1CN(CC1)C(=O)OC(C)(C)C pyrrolidine-1,3-dicarboxylic acid 1-tert-butyl ester 3-methyl ester